ClC1=C(C=CC=C1F)C=1C(N(C(N(C1)CC(N1CCC(CC1)N1C(NC2=C(CC1)C=CC=C2)=O)=O)=O)CC)=O 5-(2-Chloro-3-fluoro-phenyl)-3-ethyl-1-{2-oxo-2-[4-(2-oxo-1,2,4,5-tetrahydro-benzo[d][1,3]diazepin-3-yl)-piperidin-1-yl]-ethyl}-1H-pyrimidine-2,4-dione